N(=[N+]=[N-])CCOCCOCCOCC(COCC(=O)O)(C)COCCOCCOCCN=[N+]=[N-] 1-azido-11-((2-(2-(2-azidoethoxy)ethoxy)ethoxy)methyl)-11-methyl-3,6,9,13-tetraoxapentadecan-15-oic acid